calcium phosphate-hydrate O.P(=O)([O-])([O-])[O-].[Ca+2].P(=O)([O-])([O-])[O-].[Ca+2].[Ca+2]